COC(=O)[C@H]1N(C[C@@H]2[C@@H]3CC[C@H]([C@H]12)O3)C([C@H](C(C)(C)C)NC(=O)OC(C)(C)C)=O (1S,3aR,4S,7R,7aS)-2-((S)-2-((tert-butoxycarbonyl)amino)-3,3-dimethylbutyryl)octahydro-1H-4,7-epoxyisoindole-1-carboxylic acid methyl ester